Cl.FC(=C1CCNCC1)F 4-(Difluoromethylene)piperidine hydrochloride